C(C)(C)(C)OC(NC1CCC=2NC3=C(C=CC(=C3C2C1)C1=C(C(=CC=C1)F)F)C(N)=O)=O (8-Carbamoyl-5-(2,3-difluorophenyl)-2,3,4,9-tetrahydro-1H-carbazol-3-yl)carbamic acid tert-butyl ester